5-(4,4-difluoro-1-piperidyl)pyridin-2-amine FC1(CCN(CC1)C=1C=CC(=NC1)N)F